2-[(6,6-difluoro-3-bicyclo[3.1.0]hexyl)oxy]-N-[3-[5-[3-cis-(trifluoromethoxy)cyclobutyl]-1,3,4-oxadiazol-2-yl]-1-bicyclo[1.1.1]pentanyl]acetamide FC1(C2CC(CC12)OCC(=O)NC12CC(C1)(C2)C=2OC(=NN2)C2(CCC2)OC(F)(F)F)F